ClC1=C2C(=CC=NC2=C(C(=C1)[N+](=O)[O-])O)N1CCCCC1 5-Chloro-7-nitro-4-piperidinylquinolin-8-ol